rac-((1R,2S,3R,4S)-3-((2-amino-7-(1H-pyrazol-5-yl)quinolin-4-yl)amino)bicyclo[2.2.1]heptan-2-yl)methanol NC1=NC2=CC(=CC=C2C(=C1)N[C@H]1[C@H]([C@@H]2CC[C@H]1C2)CO)C2=CC=NN2 |r|